ClO.C(C=1C(O)=CC=CC1)(=O)O salicylic acid hypochlorite